(1R,3S)-3-{5-[2-(2-formyl-3-hydroxyphenoxy)acetamido]-2H-pyrazol-3-yl}cyclopentyl N-cyclobutylcarbamate C1(CCC1)NC(O[C@H]1C[C@H](CC1)C=1NN=C(C1)NC(COC1=C(C(=CC=C1)O)C=O)=O)=O